(triethoxysilyl) methylmethacrylate CC=C(C(=O)O[Si](OCC)(OCC)OCC)C